O1C(OCC1)C1CCN(CC1)C1=C(C2=C(N(C(N2C)=O)C2C(N(C(CC2)=O)CC2=CC=C(C=C2)OC)=O)C=C1)F 3-(5-(4-(1,3-Dioxolan-2-yl)piperidin-1-yl)-4-fluoro-3-methyl-2-oxo-2,3-dihydro-1H-benzo[d]imidazol-1-yl)-1-(4-methoxybenzyl)piperidine-2,6-dione